C[C@H]1COCCN1C=1N=C(C2=C(N1)N=C(C=C2)C=2C=C(C(=O)NC)C=CC2)N2[C@H](COCC2)C 3-(2,4-bis((S)-3-methylmorpholino)pyrido-[2,3-d]pyrimidin-7-yl)-N-methylbenzamide